5-(2,7-dimethyl-2H-pyrazolo[4,3-b]pyridin-5-yl)-2-(6-(1-ethylazetidin-3-yl)pyridazin-3-yl)phenol hydrochloride Cl.CN1N=C2C(N=C(C=C2C)C=2C=CC(=C(C2)O)C=2N=NC(=CC2)C2CN(C2)CC)=C1